benzyl 3-[[2-(dimethylamino)-2-oxo-ethoxy]methyl]azepane-1-carboxylate CN(C(COCC1CN(CCCC1)C(=O)OCC1=CC=CC=C1)=O)C